C(C=C)(=O)OC1=C(C=C(C=C1CC=1C=C(C(=C(C1)C)O)C(C)(C)C)C)C(C)(C)C 2-t-butyl-6-(3-t-butyl-2-hydroxy-5-tolylmethyl)-4-methylphenol acrylate